[N+](=O)([O-])C=1C=C(C(=O)N/N=C(\C)/C2=NC=CC=C2)C=CC1 (E)-3-nitro-N'-(1-(pyridin-2-yl)ethylidene)benzohydrazide